5,10,15,20-tetrakis(2,6-dimethyl-4-nitrophenyl)porphyrin CC1=C(C(=CC(=C1)[N+](=O)[O-])C)C=1C2=CC=C(N2)C(=C2C=CC(C(=C3C=CC(=C(C=4C=CC1N4)C4=C(C=C(C=C4C)[N+](=O)[O-])C)N3)C3=C(C=C(C=C3C)[N+](=O)[O-])C)=N2)C2=C(C=C(C=C2C)[N+](=O)[O-])C